1-(3-Isopropyl-7-((2R,3S)-2-methyl-3-((methylsulfonyl)methyl)azetidin-1-yl)-3H-imidazo[4,5-b]pyridin-5-yl)-6-(4-methoxypyridin-3-yl)-4-methyl-1H-pyrazolo[4,3-c]pyridine C(C)(C)N1C=NC=2C1=NC(=CC2N2[C@@H]([C@H](C2)CS(=O)(=O)C)C)N2N=CC=1C(=NC(=CC12)C=1C=NC=CC1OC)C